C1=CSC(=C1)C(=O)O The molecule is a thiophenecarboxylic acid in which the carboxy group is located at position 2. It is a conjugate acid of a thiophene-2-carboxylate.